C(C)(=O)C1=NN(C2=CC(=C(C=C12)C=1C=NC(=NC1)C)OC)CC(=O)O 2-(3-acetyl-6-methoxy-5-(2-methylpyrimidin-5-yl)-1H-indazol-1-yl)acetic acid